2-(((3R,5R,7R)-adamantan-1-yl)acetamido)4-methylbenzenesulfonic acid tetradecyl ester C(CCCCCCCCCCCCC)OS(=O)(=O)C1=C(C=C(C=C1)C)NC(CC12CC3CC(CC(C1)C3)C2)=O